N1=CC=C(C=C1)C1=NC2=C(N1)C=CC(=C2)C(=O)O 2-(pyridine-4-yl)-1H-benzo[d]imidazole-5-carboxylic acid